(5'S,7a'R)-3-(benzyloxy)-5'-(5-fluoropyridin-2-yl)tetrahydro-3'H-spiro[cyclobutane-1,2'-pyrrolo[2,1-b]oxazol]-3'-one C(C1=CC=CC=C1)OC1CC2(C(N3[C@H](O2)CC[C@H]3C3=NC=C(C=C3)F)=O)C1